FC=1C(=C2C(=C(NC2=C(C1)C(=O)N)C)C)C=1C(=NC=CC1)C=C 5-fluoro-2,3-dimethyl-4-(2-vinylpyridin-3-yl)-1H-indole-7-carboxamide